(S)-N-(1-cyanocyclopropyl)-3-(5-(difluoromethyl)-1,3,4-thiadiazol-2-yl)-8-(3-(Fluoromethyl)-4-(1-methylcyclopropane-1-carbonyl)piperazin-1-yl)imidazo[1,5-a]pyridine-6-sulfonamide C(#N)C1(CC1)NS(=O)(=O)C=1C=C(C=2N(C1)C(=NC2)C=2SC(=NN2)C(F)F)N2C[C@H](N(CC2)C(=O)C2(CC2)C)CF